potassium phosphite ammonium phosphate P(=O)([O-])([O-])O.[NH4+].P(O)(O)O.[K+]